N-(2-(4,4-Difluorocyclohexyl)-6-methylpyrimidin-4-yl)-4-((2-hydroxyethyl)sulfonamido)-2-(6-azaspiro[2.5]octan-6-yl)benzamide FC1(CCC(CC1)C1=NC(=CC(=N1)NC(C1=C(C=C(C=C1)NS(=O)(=O)CCO)N1CCC2(CC2)CC1)=O)C)F